C1(CC1)C=1N=C(C=2N(C1)C=C(N2)CNC2=CC(=NC=N2)NC(=O)[C@@H]2[C@H](C2)C2=NC=CC(=N2)C)N2C(N(C(C2)=O)C)=O (1S,2S)-N-(6-(((6-cyclopropyl-8-(3-methyl-2,4-dioxoimidazolidin-1-yl)imidazo[1,2-a]pyrazin-2-yl)methyl)amino)pyrimidin-4-yl)-2-(4-methylpyrimidin-2-yl)cyclopropane-1-carboxamide